BIS(2-BUTYLOCTYL) 10-((5-(DIMETHYL AMINO)PENTYL)(3-(OCTYLOXY)-3-OXOPROPYL)AMINO)NONADECANEDIOATE CN(CCCCCN(C(CCCCCCCCC(=O)OCC(CCCCCC)CCCC)CCCCCCCCC(=O)OCC(CCCCCC)CCCC)CCC(=O)OCCCCCCCC)C